N-((5-bromo-6-methoxypyridin-2-yl)methyl)propionamide BrC=1C=CC(=NC1OC)CNC(CC)=O